N1,N1-diphenylpiperazine-1,2-dicarboxamide C1(=CC=CC=C1)N(C(=O)N1C(CNCC1)C(=O)N)C1=CC=CC=C1